C(C)C(COC(CCSC=1C=C(C=C(C1)C1=CC=CC=C1)C(=O)OC(C)(C)C)=O)CCCC tert-Butyl 5-((3-((2-ethylhexyl)oxy)-3-oxopropyl)thio)-[1,1'-biphenyl]-3-carboxylate